FC=1C(=C(C=CC1F)[C@H]1C(OC([C@H]1OC)(C)C)=O)OC |r| rac-(3r,4s)-3-(3,4-difluoro-2-methoxyphenyl)-4-methoxy-5,5-dimethyldihydrofuran-2(3H)-one